ClC1=C(C(=CC=C1)Cl)N1C=2N(C3=C(C1=O)C=NC(=N3)NC3=CC(=C1CCN(CC1=C3)C)Cl)CCN2 6-(2,6-Dichlorophenyl)-2-((5-chloro-2-methyl-1,2,3,4-tetrahydroisoquinolin-7-yl)amino)-8,9-dihydroimidazo[1,2-a]pyrimido[5,4-e]pyrimidin-5(6H)-one